OC1CN(C1)C(=O)O[C@@H]1CC[C@H](CC1)C(N(C[C@@H]1CC[C@H](CC1)C1=CC(=C(C=C1)OC)C)C1=NC=CC(=C1)C=1N=C(OC1)C1CC1)=O trans-4-((4-(2-Cyclopropyloxazol-4-yl)pyridine-2-yl)((trans-4-(4-methoxy-3-methylphenyl)cyclohexyl)methyl)carbamoyl)-cyclohexyl 3-hydroxyazetidine-1-carboxylate